C(C)(C)(C)C1=NOC(=N1)C(=O)N[C@H](C)C1=C(C=C(C=C1)C1=NC=NC(=C1)NC1=NC=C(C=C1)N1CCC(CC1)C=O)C (R)-3-(tert-butyl)-N-(1-(4-(6-((5-(4-formylpiperidin-1-yl)pyridin-2-yl)amino)pyrimidin-4-yl)-2-methylphenyl)ethyl)-1,2,4-oxadiazole-5-carboxamide